7-[(1-acetylpiperidin-4-yl)methoxy]-2-(chloromethyl)-5-fluoro-3H-quinazolin-4-one C(C)(=O)N1CCC(CC1)COC1=CC(=C2C(NC(=NC2=C1)CCl)=O)F